NC1CCN(CC1)C1=NN2C(C(=N1)NCC=1C(=NC=CC1)C=1C=NC(=CC1)N(C)C)=NC=C2C(C)C 2-(4-aminopiperidin-1-yl)-N-((6'-(dimethylamino)-[2,3'-bipyridin]-3-yl)methyl)-7-isopropylimidazo[2,1-f][1,2,4]triazin-4-amine